2-(2,4,5-trimethoxyphenyl)ethan-1,1,2,2-d4 COC1=C(C=C(C(=C1)OC)OC)C(C([2H])[2H])([2H])[2H]